COC1=C(C=CC(=C1)C(F)(F)F)C1=C(C=C(O1)C(O)C1CCC2CCNC2C1)C (5-(2-methoxy-4-(trifluoromethyl)phenyl)-4-methylfuran-2-yl)(octahydroindol-6-yl)methanol